FC(N1N=CC(=C1)C#CC=1C=NC=C(C(=O)O)C1)(F)F 5-((1-(trifluoromethyl)-1H-pyrazol-4-yl)ethynyl)nicotinic acid